CC1=CC=C(C(=O)OC[Si]2(CCCCC2)COC(C2=CC=C(C=C2)C)=O)C=C1 silacyclohexane-1,1-diylbis(methylene) bis(4-methylbenzoate)